5-(3-(2-fluoroethyl)-2-methyl-3H-imidazo[4,5-b]pyridin-5-yl)-N-(2-isobutyl-2-azaspiro[3.3]heptan-6-yl)pyrrolo[2,1-f][1,2,4]triazin-2-amine FCCN1C(=NC=2C1=NC(=CC2)C=2C=CN1N=C(N=CC12)NC1CC2(CN(C2)CC(C)C)C1)C